ClC=1C=NN2C1C(C(CC2)[C@@H]2N1C(C3=CC=CC=C23)=CN=C1)O 3-chloro-5-((S)-5H-imidazo[5,1-a]isoindol-5-yl)-4,5,6,7-tetrahydropyrazolo[1,5-a]pyridin-4-ol